N\C(=C/C(=O)OCC1=CC(=CC=C1)Cl)\C 3-Chlorobenzyl (Z)-3-aminobut-2-enoate